mono-12-hydroxystearic acid amide OC(CCCCCCCCCCC(=O)N)CCCCCC